BrC=1C=CC=2N(C1)C(=CN2)\C=N\N(S(=O)(=O)C2=C(C=CC(=C2)[N+](=O)[O-])C)C N-[(E)-(6-Bromoimidazo[1,2-a]pyridin-3-yl)methylideneamino]-N,2-dimethyl-5-nitrobenzenesulfonamide